Br.NC1(CC(C1)O)C#C[Si](C)(C)C 3-amino-3-((trimethylsilyl)ethynyl)cyclobutan-1-ol hydrobromide